C1(CCCCCCC1)C(C(NC1=CC=C2C(=C1)NC(C21CCOCC1)=O)=O)NC(=O)C=1N(N=CN1)C N-{1-Cyclooctyl-2-oxo-2-[(2-oxospiro[1H-indole-3,4'-oxane]-6-yl)amino]ethyl}-2-methyl-1,2,4-triazole-3-carboxamide